C(C)(C)(C)OC(=O)N1CCN(CC1)C(=O)C1=CC=C(C=C1)C=1C=C2C(=NN(C2=CC1)C(=O)OC(C)(C)C)C(NC1=CC=NC=C1)=O tert-butyl 5-(4-(4-(tert-butoxycarbonyl) piperazine-1-carbonyl) phenyl)-3-(pyridin-4-ylcarbamoyl)-1H-indazole-1-carboxylate